6-amino-7H-tetrazolo[5,1-b][1,3,4]-thiadiazine NC1=NN2C(SC1)=NN=N2